C(C)(=O)O[C@@H]1COC2=C1C=C(C=C2S(NC2=C(C(=C(C=C2)F)C=2C(=C1C=NC(=NC1=CC2)NC2CCN(CC2)C(C)C)F)F)(=O)=O)Cl (3S)-5-chloro-7-[(2,4-difluoro-3-{5-fluoro-2-[(1-isopropylpiperidin-4-yl) amino] quinazolin-6-yl} phenyl) sulfamoyl]-2,3-dihydro-1-benzofuran-3-yl acetate